N-(4-(4-amino-7-methyl-5-(4-(N-(oxetan-3-yl)sulfamoyl)phenyl)-7H-pyrrolo[2,3-d]pyrimidin-6-yl)phenyl)methacrylamide NC=1C2=C(N=CN1)N(C(=C2C2=CC=C(C=C2)S(NC2COC2)(=O)=O)C2=CC=C(C=C2)NC(C(=C)C)=O)C